(1-(4-fluorobenzyl)-6-(4-methoxypyrrolo[2,1-f][1,2,4]triazin-5-yl)-1H-imidazo[4,5-b]pyridin-2-yl)methanol FC1=CC=C(CN2C(=NC3=NC=C(C=C32)C=3C=CN2N=CN=C(C23)OC)CO)C=C1